N[C@@H]1C(N(C2=C(OC1)C=CC(=C2)C#C)C)=O (S)-3-Amino-7-ethynyl-5-methyl-2,3-dihydrobenzo[b][1,4]oxazepin-4(5H)-one